ClC1=NC(=NC(=N1)Cl)NC1=CC=C(C(=O)O)C=C1 4-[(4,6-dichloro-1,3,5-triazine-2-yl)amino]benzoic acid